3-Methoxy-4-(((1S,2R)-2-methoxycyclopentyl)(methyl)amino)-N-(5-(5-methyl-1H-pyrazol-1-yl)-1,3,4-thiadiazol-2-yl)-2-oxo-2H-pyran-6-carboxamide COC=1C(OC(=CC1N(C)[C@@H]1[C@@H](CCC1)OC)C(=O)NC=1SC(=NN1)N1N=CC=C1C)=O